FC1=NNC2=C(C(=CC=C12)\C=C(\C(=O)OC)/F)F methyl (2Z)-3-(3,7-difluoro-1H-indazol-6-yl)-2-fluoroprop-2-enoate